N[C@H](C(=O)NC1=CC=C(C(=O)NS(=O)(=O)C2CC2)C=C1)C1=CC=CC=C1 (S)-4-(2-amino-2-phenylacetylamino)-N-(cyclopropylsulfonyl)benzamide